(R)-4-(2-oxooxazolidin-3-yl)-3-(4-methylphenyl)-N-((R)-1-(6-chloropyridazin-3-yl)ethyl)-4,5-dihydro-1H-pyrazole-1-carboxamide O=C1OCCN1[C@H]1C(=NN(C1)C(=O)N[C@H](C)C=1N=NC(=CC1)Cl)C1=CC=C(C=C1)C